N-[4-Methoxy-3-(4-methoxyphenoxy)phenyl]-1-(2-methylpropyl)-5-oxo-3-pyrrolidinecarboxamide COC1=C(C=C(C=C1)NC(=O)C1CN(C(C1)=O)CC(C)C)OC1=CC=C(C=C1)OC